benzochroman O1CCCC2=CC=C3C(=C12)C=CC=C3